tert-Butyl (2S,3S)-3-(4-bromophenyl)-2-methylmorpholine-4-carboxylate BrC1=CC=C(C=C1)[C@@H]1N(CCO[C@H]1C)C(=O)OC(C)(C)C